N1(CCOCC1)C(=O)C1=CC(=NC(=C1)C=1N=NN(C1)C=1C(=C(C(=O)O)C=CC1)C(F)(F)F)C=1N=NN(C1)C=1C(=C(C(=O)O)C=CC1)C(F)(F)F 4'-((4-(morpholine-4-carbonyl)pyridine-2,6-diyl)bis(1H-1,2,3-triazole-4,1-diyl))bis(2-(trifluoromethyl)benzoic acid)